Cl.CN1C(CC(CC1)N(C=1SC2=C(N1)SC(=N2)N2C=CC=1C2=NC(=CC1)O)C)C 1-{5-[(1,2-Dimethylpiperidin-4-yl)(methyl)amino][1,3]thiazolo[5,4-d][1,3]thiazol-2-yl}-1H-pyrrolo[2,3-b]pyridin-6-ol Hydrochlorid